tert-butyl ((3R,4R)-4-fluoro-1-(6-fluoro-4-methoxy-1H-benzo[d]imidazol-2-yl)piperidin-3-yl)carbamate F[C@H]1[C@@H](CN(CC1)C1=NC2=C(N1)C=C(C=C2OC)F)NC(OC(C)(C)C)=O